COC1=C(C=CC(=C1)OC)N1CCNCC1 4-(2,4-dimethoxyphenyl)piperazine